N1C=C(C)C2=CC=CC=C12 SKATOL